4-({[6-(4-hydroxypiperidin-1-yl)pyrido[2,3-b]pyrazin-3-yl]amino}methyl)-N,3-dimethyl-1H-indole-7-carboxamide OC1CCN(CC1)C=1C=CC=2C(=NC(=CN2)NCC2=C3C(=CNC3=C(C=C2)C(=O)NC)C)N1